tert-butyl 4-chloro-5-methyl-7,8-dihydro-1,6-naphthyridine-6(5H)-carboxylate ClC1=CC=NC=2CCN(C(C12)C)C(=O)OC(C)(C)C